(R)-4-((3-Methyloxetan-3-yl)methyl)-8-(5-methylthiazol-2-yl)-3-oxo-N-(1-(2-(Trifluoromethyl)pyrimidin-5-yl)ethyl)-3,4-dihydro-2H-benzo[b][1,4]oxazine-6-carboxamide CC1(COC1)CN1C2=C(OCC1=O)C(=CC(=C2)C(=O)N[C@H](C)C=2C=NC(=NC2)C(F)(F)F)C=2SC(=CN2)C